6-fluoro-naphthalene-2-ol FC=1C=C2C=CC(=CC2=CC1)O